(6-(4-ethylpyridin-3-yl)-3-((1S,2S)-2-fluorocyclopropane-1-carboxamido)isoquinolin-8-yl)carbamic acid tert-butyl ester C(C)(C)(C)OC(NC=1C=C(C=C2C=C(N=CC12)NC(=O)[C@H]1[C@H](C1)F)C=1C=NC=CC1CC)=O